(S)-(4-(5-fluorobenzo[d]oxazol-2-yl)-6,7-dihydro-1H-imidazo[4,5-c]pyridin-5(4H)-yl)(6-(3,3,4-trimethylpiperazin-1-yl)pyrazolo[1,5-a]pyridin-3-yl)methanone FC=1C=CC2=C(N=C(O2)[C@H]2N(CCC3=C2N=CN3)C(=O)C=3C=NN2C3C=CC(=C2)N2CC(N(CC2)C)(C)C)C1